Cl.CN(C(COC(CC1=CC=C(C=C1)OC(C1=CC=C(C=C1)NC(=N)N)=O)=O)=O)C 4-(4-guanidinobenzoyloxy)phenylacetic acid [2-(dimethylamino)-2-oxoethyl] ester hydrochloride